C(#N)C=1C=C(OCC2CN(CC2)C(=O)OC(C)(C)C)C=CC1C tert-butyl 3-((3-cyano-4-methylphenoxy)methyl)pyrrolidine-1-carboxylate